C(C)(C)(C)OC(=O)NNC(=O)C=1N=C(SC1)C(=O)C1=CN(C2=CC(=C(C=C12)F)F)C(=O)OC(C)(C)C tert-Butyl 3-(4-(2-(tert-butoxycarbonyl)hydrazinocarbonyl)thiazole-2-carbonyl)-5,6-difluoro-1H-indole-1-carboxylate